CS(=O)(=O)[O-].C(CCCCCCCCCCC)[N+]1(CCCC1)CCC 1-dodecyl-1-propylpyrrolidinium methanesulfonate